2-ethyl-N-(2-hydroxy-6-methylphenyl)-5-(3-methylisoxazol-5-yl)benzenesulfonamide C(C)C1=C(C=C(C=C1)C1=CC(=NO1)C)S(=O)(=O)NC1=C(C=CC=C1C)O